(E)-3-(3,4,5-trimethoxyphenyl)acrylic acid COC=1C=C(C=C(C1OC)OC)/C=C/C(=O)O